COC1=C(C(=C2C(=C1)C=CC(=O)O2)O)O The molecule is a hydroxycoumarin that is 6-methoxycoumarin in which the hydrogens at positions 7 and 8 have been replaced by hydroxy groups. It has a role as an Arabidopsis thaliana metabolite, an antimicrobial agent, an apoptosis inhibitor, an apoptosis inducer, an antioxidant, an anti-inflammatory agent, a hepatoprotective agent, an antibacterial agent and a hypoglycemic agent. It is a hydroxycoumarin and an aromatic ether.